5-((dimethylamino)methyl)-1-(5-hydroxypentyl)-N,N-bis(4-methoxybenzyl)-1H-pyrazole-3-sulphonamide CN(C)CC1=CC(=NN1CCCCCO)S(=O)(=O)N(CC1=CC=C(C=C1)OC)CC1=CC=C(C=C1)OC